N-(2-chloro-6-methylbenzyl)-2-(6-(4-(2-hydroxyethyl)-piperazin-1-yl)-2-methylpyrimidin-4-ylamino)thiazole-5-carboxamide ClC1=C(CNC(=O)C2=CN=C(S2)NC2=NC(=NC(=C2)N2CCN(CC2)CCO)C)C(=CC=C1)C